propynyl-butylcarbamic acid iodide C(#CC)N(C(=O)I)CCCC